4-O-β-D-glucopyranosyl-β-D-glucopyranose [C@@H]1([C@H](O)[C@@H](O)[C@H](O)[C@H](O1)CO)O[C@H]1[C@@H]([C@H]([C@H](O)O[C@@H]1CO)O)O